(2s,3s,4r,5r)-5-(6-(3-iodobenzylamino)-9H-purin-9-yl)-3,4-dihydroxy-N-(methyl-d3)-tetrahydrofuran-2-carboxamide IC=1C=C(CNC2=C3N=CN(C3=NC=N2)[C@H]2[C@@H]([C@@H]([C@H](O2)C(=O)NC([2H])([2H])[2H])O)O)C=CC1